BrC=1C(=CC2=C(N(CC(CS2)CCCC)C2=CC=CC=C2)C1)OC 7-Bromo-3-butyl-8-methoxy-5-phenyl-2,3,4,5-tetrahydro-1,5-benzothiazepine